ClC=1C=C(C=CC1F)[C@@H]1CN2[C@H](CO1)CN(CC2)C(=O)C=2C(=C(C=C(C2)F)C2=CC(NC=C2)=O)Cl 4-[3-[(3R,9aS)-3-(3-Chloro-4-fluorophenyl)-3,4,6,7,9,9a-hexahydro-1H-pyrazino[2,1-c][1,4]oxazin-8-carbonyl]-2-chloro-5-fluorophenyl]-1H-pyridin-2-on